ClC1=CC=C(CSC=2OC3=C(N2)C=CC=C3C(=O)O)C=C1 2-((4-chlorobenzyl)thio)benzo[d]oxazol-7-carboxylic acid